Heptanitrocubane [N+](=O)([O-])C12C3(C4(C1(C1(C4(C3(C21)[N+](=O)[O-])[N+](=O)[O-])[N+](=O)[O-])[N+](=O)[O-])[N+](=O)[O-])[N+](=O)[O-]